NC1=NC=2C=C(C(=CC2C2=C1C=NN2C)C(=O)N(N(C2=CC1=C(N=C(S1)C)C=C2)CC)CC2CC2)F 4-Amino-N-(cyclopropylmethyl)-N'-ethyl-7-fluoro-1-methyl-N'-(2-methylbenzo[d]thiazol-6-yl)-1H-pyrazolo[4,3-c]quinoline-8-carboxylic acid hydrazide